NC1=C(C(N(C(N1CCCCP(OCC)(OCC)=O)=O)CC#C)=O)NC(CCC1=CC=C(C=C1)CC)=O Diethyl (4-(6-amino-5-(3-(4-ethylphenyl)propanamido)-2,4-dioxo-3-(prop-2-yn-1-yl)-3,4-dihydropyrimidin-1(2H)-yl)butyl)phosphonate